2-((1r,3r)-3-(3-(6-(1-methyl-1H-pyrazol-4-yl)pyrrolo[1,2-b]pyridazin-4-yl)-3,8-diazabicyclo[3.2.1]octan-8-yl)cyclobutyl)acetonitrile CN1N=CC(=C1)C=1C=C2N(N=CC=C2N2C[C@H]3CCC(C2)N3C3CC(C3)CC#N)C1